7-octylpentadecyloctadeca-9,12-dienoate C(CCCCCCC)C(CCCCCCOC(CCCCCCCC=CCC=CCCCCC)=O)CCCCCCCC